SULFONYLDIAZOLE S(=O)(=O)=C1N=NC=C1